FC1=C(C(=O)NC2=C(C(=O)N)C=CC=C2)C=CC=C1 2-(2-fluorobenzamido)benzamide